N-(3-(2-chloro-5-fluorophenyl)-6-(6,7-dihydropyrido[3',4':4,5]imidazo[1,2-a]pyrazine-8(9H)-yl)-1-oxoisoindolin-4-yl)-3-fluoro-5-(trifluoromethyl)benzamide ClC1=C(C=C(C=C1)F)C1NC(C2=CC(=CC(=C12)NC(C1=CC(=CC(=C1)C(F)(F)F)F)=O)N1CC=2N(CC1)C1=C(N2)C=NC=C1)=O